2-(1-chloroethyl)imidazo[1,2-a]Pyridine hydrochloride Cl.ClC(C)C=1N=C2N(C=CC=C2)C1